N-[(6-Amino-2-pyridyl)sulfonyl]-6-[6-[(1R)-2-benzyloxy-1-methyl-ethoxy]-3-pyridyl]-2-[(2S,5R)-2,5-dimethylpyrrolidin-1-yl]pyridin-3-carboxamid NC1=CC=CC(=N1)S(=O)(=O)NC(=O)C=1C(=NC(=CC1)C=1C=NC(=CC1)O[C@@H](COCC1=CC=CC=C1)C)N1[C@H](CC[C@H]1C)C